C(CC)(=O)NCCNC(=O)\N=C(/NC(C(=O)N)CCC)\N (Z)-2-((2-propionamidoethyl)carbamoyl)guanidinopentanamide